ClC1=C(C=C(C=C1)N=C=S)F 1-chloro-2-fluoro-4-isothiocyanato-benzene